C(C1=CC=CC=C1)OC1=NC(=CC=C1NC1=C(C=C(C=C1)Br)[N+](=O)[O-])OCC1=CC=CC=C1 2,6-bis(benzyloxy)-N-(4-bromo-2-nitrophenyl)pyridin-3-amine